4-(((2,5-bis(trifluoromethyl)pyrazolo[1,5-a]pyrimidin-7-yl)amino)methyl)-4-phenylpiperidine-1-carboxamide FC(C1=NN2C(N=C(C=C2NCC2(CCN(CC2)C(=O)N)C2=CC=CC=C2)C(F)(F)F)=C1)(F)F